1,1'-(decane-1,10-diyl)bis[4-aza-1-azoniabicyclo[2.2.2]octane] C(CCCCCCCCC[N+]12CCN(CC1)CC2)[N+]21CCN(CC2)CC1